5-[7-{[(3S)-3-(hydroxymethyl)-3,4-dihydroisoquinolin-2(1H)-yl]carbonyl}-2-(phenylacetyl)-1,2,3,4-tetrahydroisoquinolin-6-yl]-N,1,2-trimethyl-N-phenyl-1H-pyrrole-3-carboxamide OC[C@H]1N(CC2=CC=CC=C2C1)C(=O)C1=C(C=C2CCN(CC2=C1)C(CC1=CC=CC=C1)=O)C1=CC(=C(N1C)C)C(=O)N(C1=CC=CC=C1)C